CS\C(=N\C(NC1=CN=CC2=CC=CC(=C12)C1=CC=C(C(=O)OC)C=C1)=O)\NCC1=CC(=C(C(=C1)F)F)F Methyl (E)-4-(4-(3-((methylthio)((3,4,5-trifluorobenzyl)amino)methylene)ureido)isoquinolin-5-yl)benzoate